FC(O[C@@H]1C[C@H](N(C1)C(CNC(=O)C=1C=CC=2SC3=CC=CC=C3OC2C1)=O)C(=O)NCC1=CC=C2C(=N1)CCN2C(=O)OC(C)(C)C)F Tert-butyl 5-(((2S,4R)-4-(difluoromethoxy)-1-((phenoxathiine-3-carbonyl) glycyl)pyrrolidine-2-carboxamido)methyl)-2,3-dihydro-1H-pyrrolo[3,2-b]pyridine-1-carboxylate